1-(pyridin-4-yl)ethan-1-ol N1=CC=C(C=C1)C(C)O